2-{4-Amino-1-tert-butyl-1H-pyrazolo[3,4-d]pyrimidin-3-yl}-3-chloro-N-(2-phenylethyl)-1H-indole-6-carboxamide NC1=C2C(=NC=N1)N(N=C2C=2NC1=CC(=CC=C1C2Cl)C(=O)NCCC2=CC=CC=C2)C(C)(C)C